C(C)(C)(C)N1C(C[C@@H](C1)CN1N=C2N=C(C=CC2=C1)C1=C(C=C(C=C1C)C(F)(F)F)O)=O |o1:7| (S or R)-1-(tert-butyl)-4-((6-(2-hydroxy-6-methyl-4-(trifluoromethyl)phenyl)-2H-pyrazolo[3,4-b]pyridin-2-yl)methyl)pyrrolidin-2-one